(1R,3S)-3-VINYLCYCLOHEXANE-1-SULFONAMIDE C(=C)[C@@H]1C[C@@H](CCC1)S(=O)(=O)N